COC1=CC=CC(=N1)C=C1C(NC(C(N1)=O)=CC1=CC(=CC=C1)C(C1=CC=C(C=C1)F)=O)=O 3-((6-methoxypyridin-2-yl)methylene)-6-(3-(4-fluorobenzoyl)benzylidene)piperazine-2,5-dione